FC(OC1=CC2=C(N=C(O2)C=2C(=C(C=CC2)C2=C(C(=CC=C2)C2=CC(=C(C=C2)CN2CCCC2)C)C)C)C=C1CN1[C@@H](CCC1)C(=O)O)F ((6-(difluoromethoxy)-2-(2,2',3''-trimethyl-4''-(pyrrolidin-1-ylmethyl)-[1,1':3',1''-terphenyl]-3-yl)benzo[d]oxazol-5-yl)methyl)proline